N1C(=CC2=CC=CC=C12)C(=O)N1CC=2N(CC1)N=CC2C(=O)O 5-(1H-indole-2-carbonyl)-4,5,6,7-tetrahydropyrazolo[1,5-a]pyrazine-3-carboxylic acid